methyl 8-(4-(trifluoromethyl)phenyl)imidazo[1,2-a]pyrazine-6-carboxylate FC(C1=CC=C(C=C1)C=1C=2N(C=C(N1)C(=O)OC)C=CN2)(F)F